Cl.C(C)OC1=C(N=C(N(C1=O)C)C1CNCCC1)C(=O)NC=1C=NOC1 5-ethoxy-N-(isoxazol-4-yl)-1-methyl-6-oxo-2-(piperidin-3-yl)-1,6-dihydropyrimidine-4-carboxamide hydrochloride salt